FC=1C=C(CNCCCCOCCNC2=NC3=C(C4=CN=CC=C24)C=CC(=C3)C(=O)O)C=CC1OC(F)(F)F 5-((2-(4-((3-fluoro-4-(trifluoromethoxy)benzyl)amino)butoxy)ethyl)amino)benzo[c][2,6]naphthyridine-8-carboxylic acid